2-[2-[2-[2-[2-(2,6-dioxo-3-piperidyl)-1,3-dioxo-isoindolin-4-yl]oxyethoxy]ethoxy]ethoxy]acetic acid O=C1NC(CCC1N1C(C2=CC=CC(=C2C1=O)OCCOCCOCCOCC(=O)O)=O)=O